C(C)(C)(C)OC(=O)N1CCC(CC1)N1N=NC(=C1C)C1=CC=2N(C(=C1)OC)C(=CN2)C#N 4-(4-[3-Cyano-5-methoxyimidazo[1,2-a]pyridin-7-yl]-5-methyl-1,2,3-triazol-1-yl)piperidine-1-carboxylic acid tert-butyl ester